tert-butyl (3-hydroxy-2,3-dimethylcyclobutyl)(methyl)carbamate OC1(C(C(C1)N(C(OC(C)(C)C)=O)C)C)C